OCC[N+](CCCOCCCCCCCC(C)C)(CCO)[O-] bis-(2-hydroxyethyl)isodecyloxypropylamine oxide